N'-(4-(3-((4-bromobenzyl)oxy)oxetan-3-yl)-2-fluoro-5-methylphenyl)-N-ethyl-N-methylformimidamide BrC1=CC=C(COC2(COC2)C2=CC(=C(C=C2C)N=CN(C)CC)F)C=C1